C(C)(C)(C)OC(=O)NC1=C(C(=NN1C)C(=O)OCC)I Ethyl 5-((t-butoxycarbonyl)amino)-4-iodo-1-methyl-1H-pyrazole-3-carboxylate